5-(4-(1-(4-chloro-3-fluorophenyl)-3,3-dimethyl-2,3-dihydro-1H-pyrrolo[3,2-b]pyridine-5-carbonyl)-3,3-dimethylpiperazin-1-yl)-5-oxopentanoic acid ClC1=C(C=C(C=C1)N1CC(C2=NC(=CC=C21)C(=O)N2C(CN(CC2)C(CCCC(=O)O)=O)(C)C)(C)C)F